C(C)C1N=COC1=O 4-ethyl-1,3-oxazolin-5-one